BrC1=CC(=CC=2C=C(OC21)CCO)COC2=C(C=CC=C2)CC(=O)OCC ethyl 2-(2-((7-bromo-2-(2-hydroxyethyl)benzofuran-5-yl)methoxy)phenyl)acetate